BrC1=CC=2N(C=C1)C=C(N2)CCO 2-(7-bromoimidazo[1,2-a]pyridin-2-yl)ethanol